6-[3-(2-pyridyldithio)propionylamino]hexanoic acid sulfosuccinimidyl ester S(=O)(=O)(O)C1C(=O)N(C(C1)=O)OC(CCCCCNC(CCSSC1=NC=CC=C1)=O)=O